C(#C)C1=CC(=C(C2=C1OC1(CCCCC1)O2)C)C(=O)O 7-ethynyl-4-methylspiro[benzo[d][1,3]dioxole-2,1'-cyclohexane]-5-carboxylic acid